tert-butyl 8-(2-chloropyrido[3,4-d]pyrimidin-4-yl)-2,8-diazaspiro[4.5]decane-2-carboxylate ClC=1N=C(C2=C(N1)C=NC=C2)N2CCC1(CCN(C1)C(=O)OC(C)(C)C)CC2